N=1N(N=CC1)C1=C(C=C(C=N1)NC(=O)C1=CC(=C(C=C1Cl)C1=C(C=C(C=C1)F)Cl)F)C(F)(F)F N-(6-(2H-1,2,3-triazol-2-yl)-5-(trifluoromethyl)pyridin-3-yl)-2',5-dichloro-2,4'-Difluoro-[1,1'-biphenyl]-4-carboxamide